CN1C(C=C(C(=C1)C=1C=NN(C1)C(C)C1=CC=CC=C1)C1=CC(N(C=C1)C)=O)=O 1,1'-dimethyl-5-(1-(1-phenylethyl)-1H-pyrazol-4-yl)-[4,4'-bipyridine]-2,2'(1H,1'H)-dione